FC1=CC=C(C=C1)C=1C=C2C(=NC=NC2=CC1)NCC=1N=NC(=CC1)C 6-(4-Fluorophenyl)-N-((6-methylpyridazin-3-yl)methyl)quinazolin-4-amine